(8-methoxy-2-(6-methoxypyridin-3-yl)-3-methyl-2,3-dihydrobenzo[b][1,4]dioxin-6-yl)methylamine COC1=CC(=CC2=C1OC(C(O2)C)C=2C=NC(=CC2)OC)CN